CC1=CC=C(C=C1)S(=O)(=O)ON=C1SC=CC1=C(C#N)C1=C(C=CC=C1)C 2-[2-(4-methylphenylsulfonyloxyimino)2,3-dihydrothiophene-3-ylidene]-2-(2-methylphenyl)acetonitrile